4-(5-(2,6-diazaspiro[3.3]heptan-2-yl)pyridazin-3-yl)morpholine C1N(CC12CNC2)C=2C=C(N=NC2)N2CCOCC2